N-[2-[4-(hydroxymethyl)cyclohexyl]-6-methoxy-indazol-5-yl]-4-(trifluoromethyl)pyrimidine-5-carboxamide tantalum fluoride [F-].[Ta+5].OCC1CCC(CC1)N1N=C2C=C(C(=CC2=C1)NC(=O)C=1C(=NC=NC1)C(F)(F)F)OC.[F-].[F-].[F-].[F-]